rac-(cis)-N-(5-((3-Fluorophenoxy)methyl)-2-methoxyphenyl)-3-methyl-5-oxo-pyrrolidine-2-carboxamide FC=1C=C(OCC=2C=CC(=C(C2)NC(=O)[C@@H]2NC(C[C@@H]2C)=O)OC)C=CC1